C(CCCCCCCCCCCCCCCCC)(=O)[O-].C(CCCCCCCCCCCCCCCCC)(=O)[O-].C(CCCCCCCCCCCCCCCCC)(=O)[O-].C(C)[NH+](C)CCO.C(C)[NH+](CCO)C.C(C)[NH+](CCO)C ethyl-hydroxyethyl-methyl-ammonium tristearate